3-(2-fluorophenyl)-2-((5-fluoropyridin-3-yl)amino)-4-oxo-3,4-dihydroquinazoline-6-carbonitrile FC1=C(C=CC=C1)N1C(=NC2=CC=C(C=C2C1=O)C#N)NC=1C=NC=C(C1)F